C(C)(C)(C)OC(N[C@H](C(=O)NN(C(C(F)Cl)=O)CCC(=O)N)CC1CC1)=O ((2S)-1-(2-(3-amino-3-oxopropyl)-2-(2-chloro-2-fluoroacetyl)hydrazino)-3-cyclopropyl-1-oxopropan-2-yl)carbamic acid tert-butyl ester